3-hydroxy-1-oxobutan-2-ylcarbamic acid tert-butyl ester C(C)(C)(C)OC(NC(C=O)C(C)O)=O